FC1(CCC(CC1)C(N1C[C@]2(CCN3N=C(C=C32)C=3C=C(C(=NC3)N)C(F)(F)F)CC1)C1=NC=NN1)F 5-{(3R)-1-[(4,4-difluorocyclohexyl)(1H-1,2,4-triazol-5-yl)methyl]-5',6'-dihydrospiro[pyrrolidine-3,4'-pyrrolo[1,2-b]pyrazol]-2'-yl}-3-(trifluoromethyl)pyridin-2-amine